N=1ON=C2C1C=CC(=C2)C[C@H]2N(C[C@@H]([C@H]2OCC2=CC=CC=C2)OCC2=CC=CC=C2)C(=O)OCC2=CC=CC=C2 benzyl (2R,3S,4S)-2-(2,1,3-benzoxadiazol-5-ylmethyl)-3,4-bis(benzyloxy)pyrrolidine-1-carboxylate